Cl.N1N=C(C=C1)C#N 1H-pyrazole-3-carbonitrile hydrochloride